isobutanol choline chloride [Cl-].OCC[N+](C)(C)C.C(C(C)C)O